(R,R or S,S)-5-chloro-6-(3-fluoro-1-(3-methyloxetan-3-yl)piperidin-4-yl)-1H-indazole ClC=1C=C2C=NNC2=CC1[C@@H]1[C@H](CN(CC1)C1(COC1)C)F |o1:10|